4-((N-cyclopropyl-3-oxo-3,4-Dihydro-2H-benzo[b][1,4]oxazine-7-carboxamido)methyl)benzoic acid C1(CC1)N(C(=O)C=1C=CC2=C(OCC(N2)=O)C1)CC1=CC=C(C(=O)O)C=C1